(4S,7S,E)-15-heptyl-4-isobutyl-N7-methoxy-N7,N9,N9-trimethyl-2,5-dioxo-1-oxa-3,6-diazacyclopentadec-11-ene-7,9-dicarboxamide C(CCCCCC)C1CC/C=C/CC(C[C@H](NC([C@@H](NC(O1)=O)CC(C)C)=O)C(=O)N(C)OC)C(=O)N(C)C